C(C1=CC=CC=C1)C=1NC(=NN1)C(=O)NC1C(N(C=2N(CC1)C1=C(N2)C=CC=C1)C)=O 5-Benzyl-N-(1-methyl-2-oxo-2,3,4,5-tetrahydro-1H-benzo[4,5]imidazo[1,2-a][1,3]diazepin-3-yl)-4H-1,2,4-triazol-3-carboxamid